C(#C)C1=C2C(=CC(=CC2=CC=C1F)O)C=1C(=C2N=C(N=C3C2=C(CC[C@H]2COCCCN32)N1)OCC1(CC1)CN1CCCCC1)F (S)-5-ethynyl-6-fluoro-4-(1-fluoro-12-((1-(piperidin-1-ylmethyl)cyclopropyl)methoxy)-4,5,5a,6,9,10-hexahydro-8H-7-oxa-3,10a,11,13-tetraazanaphtho[1,8-ab]heptalen-2-yl)naphthalen-2-ol